COC=1C=C(C=NC1)CC(C(=O)N)(C)C (5-methoxy-3-pyridinyl)-2,2-dimethyl-propionamide